N'-hydroxypropanimidamide ON=C(CC)N